NC1=NC=CC(=C1F)CC=1C(=C(C=NC1)O)C 5-[(2-amino-3-fluoro-4-pyridyl)methyl]-4-methyl-pyridin-3-ol